(1-(5-(5-chloro-1H-imidazol-2-yl)-4-cyclobutyl-2-methylbenzoyl)piperidin-4-yl)benzonitrile ClC1=CN=C(N1)C=1C(=CC(=C(C(=O)N2CCC(CC2)C2=C(C#N)C=CC=C2)C1)C)C1CCC1